N1C[C@H](CC1)NC([O-])=O (S)-pyrrolidin-3-ylcarbamate